indenyl-[(o-tolyl)(phenyl)hydroxymethyl]-tetramethyldisilane C1(C=CC2=CC=CC=C12)[Si]([Si](C)(C)C)(C)C(O)(C1=CC=CC=C1)C1=C(C=CC=C1)C